(1s,4s)-4-[3-(4-methoxyphenyl)-1,2,4-oxadiazol-5-yl]-N-(pyrrolidin-3-ylmethyl)cyclohexane-1-carboxamide COC1=CC=C(C=C1)C1=NOC(=N1)C1CCC(CC1)C(=O)NCC1CNCC1